((E)-(9-butyl-β-carbolin-3-yl)methylenehydrazino)indol-2-one C(CCC)N1C2=CC=CC=C2C=2C=C(N=CC12)\C=N\NC=1C(N=C2C=CC=CC12)=O